3-((2-(trimethylsilyl)ethoxy)methyl)oxazol-2(3H)imine C[Si](CCOCN1C(OC=C1)=N)(C)C